BrC=1C=NN(C1)C(C)(C)C 4-bromo-1-(tert-butyl)-1H-pyrazole